3-Bromobenzyl (S)-3-cyclopropyl-2-(2-((S)-1-(2,3-difluorobenzyl)-5-oxopyrrolidin-2-yl)acetamido)propanoate C1(CC1)C[C@@H](C(=O)OCC1=CC(=CC=C1)Br)NC(C[C@H]1N(C(CC1)=O)CC1=C(C(=CC=C1)F)F)=O